O[C@@H]1C[C@H](N(C1)C([C@H](C(C)C)NC(OC(C)(C)C)=O)=O)C(N[C@@H](CO)C1=CC=C(C=C1)C1=C(C(=CC=C1F)F)F)=O tert-butyl ((S)-1-((2S,4R)-4-hydroxy-2-(((R)-2-hydroxy-1-(2',3',6'-trifluoro-[1,1'-biphenyl]-4-yl)ethyl)carbamoyl)pyrrolidin-1-yl)-3-methyl-1-oxobutan-2-yl)carbamate